ClC=1C=C(C=CC1)N(S(=O)(=O)CC)CC1=CN=C(S1)C=1OC(=NN1)C(F)F N-(3-chlorophenyl)-N-({2-[5-(difluoromethyl)-1,3,4-oxadiazol-2-yl]-1,3-thiazol-5-yl}methyl)ethane-1-sulfonamide